3-((4-(4-(3-bromo-4-fluorophenyl)-5-carbonyl-4,5-dihydro-1,2,4-oxadiazol-3-yl)-1,2,5-oxadiazol-3-yl)amino)-N-aminosulfonyl-propionamidine BrC=1C=C(C=CC1F)N1C(=NOC1=C=O)C=1C(=NON1)NCCC(=N)NS(=O)(=O)N